undecenoate C(C=CCCCCCCCC)(=O)[O-]